N12C[C@H](C(CC1)CC2)OC(N[C@@H]2C(CC1=CC(=C(C=C21)F)C2=CC(=CC=C2)CCC)(C)C)=O (S)-quinuclidin-3-yl((R)-6-fluoro-2,2-dimethyl-5-(3-propylphenyl)-2,3-dihydro-1H-inden-1-yl)carbamate